2,4-dichlorobenzyl mercaptan ClC1=C(CS)C=CC(=C1)Cl